Cl.N[C@@H]1[C@@H]([C@H]2C=C[C@@H]1C2)C(=O)NC2=CC(=CC(=C2)S(F)(F)(F)(F)F)F |r| rac-(1R,2R,3S,4S)-3-Amino-N-(3-fluoro-5-(pentafluoro-λ6-sulfaneyl)phenyl)bicyclo[2.2.1]hept-5-ene-2-carboxamide hydrochloride